(6-(4,4-difluoropiperidin-1-yl)-5-(1-methyl-1H-pyrazol-4-yl)pyrazin-2-yl)-4-(2-hydroxyethylsulfonylamino)-2-(6-azaspiro[2.5]oct-6-yl)benzamide FC1(CCN(CC1)C1=C(N=CC(=N1)C=1C(=C(C(=O)N)C=CC1NS(=O)(=O)CCO)N1CCC2(CC2)CC1)C=1C=NN(C1)C)F